2-hydroxypropyl-sulfonic acid OC(CS(=O)(=O)O)C